(3S,5R)-5-[[5-(4-Chloro-2-hydroxy-6-methyl-phenyl)oxazolo[4,5-b]pyridin-2-yl]amino]1-methyl-piperidin-3-ol ClC1=CC(=C(C(=C1)C)C1=CC=C2C(=N1)N=C(O2)N[C@@H]2C[C@@H](CN(C2)C)O)O